((2R,3R,4R,5R)-4-acetoxy-5-(4,6-dichloro-1H-pyrazolo[3,4-d]pyrimidin-1-yl)-3-hydroxy-3-(trifluoromethyl) tetrahydrofuran-2-yl)methyl benzoate C(C1=CC=CC=C1)(=O)OC[C@H]1O[C@H]([C@@H]([C@]1(C(F)(F)F)O)OC(C)=O)N1N=CC=2C1=NC(=NC2Cl)Cl